C(C=1C(C(=O)OC(CCCC)CC)=CC=CC1)(=O)OC(CCCC)CC di(ethylpentyl) phthalate